2-(3-chlorophenyl) ethylene oxide ClC=1C=C(C=CC1)C1CO1